(3-cyanopropyl)dimethyl-fluorosilane C(#N)CCC[Si](F)(C)C